2-((4-(7-(((2S,5R)-5-aminotetrahydro-2H-pyran-2-yl)methyl)-2,7-diazaspiro[3.5]nonan-2-yl)pyrimidin-5-yl)oxy)-N-(2,2-difluoroethyl)-5-fluoro-N-isopropylbenzamide hydrochloride Cl.N[C@@H]1CC[C@H](OC1)CN1CCC2(CN(C2)C2=NC=NC=C2OC2=C(C(=O)N(C(C)C)CC(F)F)C=C(C=C2)F)CC1